C(C)[C@H]1N(CC[C@@H](C1)C(=O)NC1CCC(CC1)(C(F)(F)F)O)C(=O)C1=NNC(=C1)C1=CC(=NC=C1F)OC (2R,4S)-2-ethyl-1-(5-(5-fluoro-2-methoxypyridin-4-yl)-1H-pyrazole-3-carbonyl)-N-((1r,4S)-4-hydroxy-4-(trifluoromethyl)cyclohexyl)piperidine-4-carboxamide